1-(2'-methyl-4'-methoxyphenyl)thiourea CC1=C(C=CC(=C1)OC)NC(=S)N